tert-butyl-(6-acetylquinoline-4-carbonyl)glycine tert-butyl-(4R)-4-[(1S)-5-hydroxy-1-isobutyl-pentyl]-2,2-dimethyl-oxazolidine-3-carboxylate C(C)(C)(C)[C@]1(N(C(OC1)(C)C)C(=O)O)[C@@H](CCCCO)CC(C)C.C(C)(C)(C)N(CC(=O)O)C(=O)C1=CC=NC2=CC=C(C=C12)C(C)=O